C1=C(C=CC=2OC3=C(C21)C=CC=C3)N(C3=NC=CC=C3)C3=CC=CC=C3 N-(dibenzo[b,d]furan-2-yl)-N-phenylpyridin-2-amine